NC1=C(C=2C(=NC(=C3C2OC(C3)C)C)N1C1=C(C(=CC=C1C)O)C)C(=O)N 7-Amino-6-(3-hydroxy-2,6-dimethylphenyl)-2,4-dimethyl-2,3-dihydrofuro[2,3-d]pyrrolo[2,3-b]pyridine-8-carboxamide